O=C1NC(CCC1NC1=CC(=C(C=C1)N1CCC(CC1)C(=O)OC(C)(C)C)F)=O tert-butyl 1-[4-[(2,6-dioxo-3-piperidyl)amino]-2-fluoro-phenyl]piperidine-4-carboxylate